trimethylolpropane tri-(norborn-2-ene-5-carboxylate) C12C=CC(C(C1)C(=O)O)C2.C21C=CC(C(C2)C(=O)O)C1.C12C=CC(C(C1)C(=O)O)C2.C(O)C(CC)(CO)CO